COC(C1=C(C=C(C(=O)O)C(=C1)C)C)=O 2,5-dimethyl-terephthalic acid monomethyl ester